C(C)OC(=O)N1CC2(CC(C2)N2CCC(CC2)C=2N(C=CN2)CCOC)CC1.S1C=NC(=C1)C1CCN(CC1)C1CC2(C1)CN(CC2)C(=O)OCC Ethyl 2-[4-(1,3-thiazol-4-yl)piperidin-1-yl]-6-azaspiro[3.4]octane-6-carboxylate Ethyl-2-{4-[1-(2-methoxyethyl)-1H-imidazol-2-yl]piperidin-1-yl}-6-azaspiro[3.4]octane-6-carboxylate